ONC(=O)C1=CC2=C(CN([C@H](CO2)C2=CC=C3C=CC=NC3=C2)C(=O)C2CCOCC2)C=C1 (S)-N-hydroxy-3-(quinolin-7-yl)-4-(tetrahydro-2H-pyran-4-carbonyl)-2,3,4,5-tetrahydrobenzo[f][1,4]oxazepine-8-carboxamide